NC=1C2=C(N=CN1)N(C=C2C2=CC=C(C=1N2C=CN1)NC(=O)NC1=NOC(=C1)C1(CC1)C)C1CC1 1-(5-(4-amino-7-cyclopropyl-7H-pyrrolo[2,3-d]pyrimidin-5-yl)imidazo[1,2-a]pyridin-8-yl)-3-(5-(1-methylcyclopropyl)-isoxazol-3-yl)urea